α-naphthyl-β-propiolactone C1(=CC=CC2=CC=CC=C12)C1C(=O)OC1